C1(CC1)OC1=CC=NC=C1C(=O)NC1=CC(=C(C(=C1)F)OC1=CC=NC2=CC=NC(=C12)OC)F 4-cyclopropoxy-N-(3,5-difluoro-4-((5-methoxy-1,6-naphthyridin-4-yl)oxy)phenyl)nicotinamide